CN1N=CC(=C1C1CCN(CC1)C1=CC(=C(C(=N1)C(F)(F)F)C=C)F)C 6-(4-(1,4-dimethyl-1H-pyrazol-5-yl)piperidin-1-yl)-4-fluoro-2-(trifluoromethyl)-3-vinylpyridine